(R)-2-((1-(3-(4-(1H-pyrazol-1-yl)-piperidin-1-yl)-2-cyano-7-methyl-quinoxalin-5-yl)ethyl)amino)benzoic acid N1(N=CC=C1)C1CCN(CC1)C=1C(=NC2=CC(=CC(=C2N1)[C@@H](C)NC1=C(C(=O)O)C=CC=C1)C)C#N